ClC1=NC=2C(CCCC2C=C1C(=O)NS(=O)(=O)C1=NC(=CC=C1)NCCC[C@@H]1CNC(C1)(C)C)(C)C 2-chloro-N-[[6-[3-[(3S)-5,5-dimethylpyrrolidin-3-yl]propylamino]-2-pyridyl]sulfonyl]-8,8-dimethyl-6,7-dihydro-5H-quinoline-3-carboxamide